C(=O)[O-].OCC[NH3+] 2-Hydroxyethylammonium formate